4-bromo-3-(4-methoxybenzyloxy)thiophene-2-carboxylic acid BrC=1C(=C(SC1)C(=O)O)OCC1=CC=C(C=C1)OC